2-(3-tolyl)-1-(phenylsulfonyl)aziridine C1(=CC(=CC=C1)C1N(C1)S(=O)(=O)C1=CC=CC=C1)C